NCCOCCNC(C1=C(C=C(C=C1)NC=1C=2N(C=CN1)C(=CN2)C2=C(C(=C(C=C2)OCC#N)F)F)CC)=O N-(2-(2-aminoethoxy)ethyl)-4-((3-(4-(cyanomethoxy)-2,3-difluorophenyl)imidazo[1,2-a]pyrazin-8-yl)amino)-2-ethylbenzamide